N-methyl-2-oxo-1,3,7-triazaspiro[4.5]decane CN1CC2(CNC(N2)=O)CCC1